C1(=CC=C(C=C1)C=1SC(=CN1)C(=O)OCC)C ethyl 2-(p-tolyl)thiazole-5-carboxylate